2,2-dimethyl-4-oxochromane-7-carbonitrile CC1(OC2=CC(=CC=C2C(C1)=O)C#N)C